N4-(2-(1H-indol-3-yl)ethyl)-6-isopropyl-N4-methylpyrimidine-2,4-diamine N1C=C(C2=CC=CC=C12)CCN(C1=NC(=NC(=C1)C(C)C)N)C